C(C)OC(=O)C=1C=NN2C1N=C(C=C2Cl)CC 7-chloro-5-ethylpyrazolo[1,5-a]Pyrimidine-3-carboxylic acid ethyl ester